O=C1NC(CCC1N1C(C2=C3C(C=CC=C13)=C(C=C2)C(=O)NC(C(C)C)C2=CC=CC=C2)=O)=O 1-(2,6-dioxo-3-piperidyl)-N-(2-methyl-1-phenyl-propyl)-2-oxo-benzo[cd]indole-5-carboxamide